OC1C(CCCC1N1C2=CC=CC=C2OC=2C=CC=CC12)NS(=O)(=N)C1=CC=C(C=C1)OC(F)(F)F N-[2-hydroxy-3-(10H-phenoxazin-10-yl)cyclohexyl]-4-(trifluoromethoxy)benzene-1-sulfonimidoamide